2,2'-([1,1'-biphenyl]-2,2'-diyl)bis(pyridin-1-ium) C1(=C(C=CC=C1)C1=[NH+]C=CC=C1)C1=C(C=CC=C1)C1=[NH+]C=CC=C1